cesium barium boron selenium bromide [Se](Br)Br.[B].[Ba].[Cs]